[Si](OCCC)(OCCC)(OCCC)OCCC silicic acid, tetrapropyl ester